1,3-dihydroisoindole C1NCC2=CC=CC=C12